3-propylbicyclo[3.2.0]hept-3-en-6-one C(CC)C=1CC2CC(C2C1)=O